ClC1=C(C=NN1)C1=CC=C2C(N(CNC2=C1)[C@H](CO)C1=CC(=CC=C1)OC)=O (S)-7-(5-Chloro-1H-pyrazol-4-yl)-3-(2-hydroxy-1-(3-methoxyphenyl)ethyl)-2,3-dihydroquinazolin-4(1H)-one